trans-methyl 2-(2-(5,6,7,8-tetrahydro-1,8-naphthyridin-2-yl)ethyl)cyclopropane-1-carboxylate N1=C(C=CC=2CCCNC12)CC[C@H]1[C@@H](C1)C(=O)OC